5-(4-((4-(3-((2-amino-9-chloro-10-oxo-10H-chromeno[3,2-b]pyridin-3-yl)oxy)phenyl)piperazin-1-yl)methyl)piperidin-1-yl)-2-(2,6-dioxopiperidin-3-yl)isoindoline-1,3-dione NC1=C(C=C2C(=N1)C(C=1C(=CC=CC1O2)Cl)=O)OC=2C=C(C=CC2)N2CCN(CC2)CC2CCN(CC2)C=2C=C1C(N(C(C1=CC2)=O)C2C(NC(CC2)=O)=O)=O